butoxyhafnium C(CCC)O[Hf]